FC=1C=C(C=C(C1)F)C1CCC=2N1C=C(N2)NC(C(C)N2CCOCC2)=O N-(5-(3,5-difluorophenyl)-6,7-dihydro-5H-pyrrolo[1,2-a]imidazol-2-yl)-2-morpholinopropanamide